C1(=CC=CC=C1)[C@H]1COC2=C(CN1C(=O)C1CCOCC1)C=CC(=C2)C(=O)OC Methyl (S)-3-phenyl-4-(tetrahydro-2H-pyran-4-carbonyl)-2,3,4,5-tetrahydrobenzo[f][1,4]oxazepine-8-carboxylate